C(C=C)(=O)OCC1(COC(OC1)C(COC(C=C)=O)(C)C)CC 2-[5-[(acryloyloxy) methyl]-5-ethyl-1,3-dioxane-2-yl]-2-methylpropylacrylate